ClC1=NC=C(C(=C1)C1=C(C=NC(=C1)C)C(=O)NC=1SC2=C(N1)CN(C2)C(=O)C2CCC(CC2)C=O)OC 2'-chloro-N-(5-((1s,4s)-4-formylcyclohexane-1-carbonyl)-5,6-dihydro-4H-pyrrolo[3,4-d]thiazol-2-yl)-5'-methoxy-6-methyl-[4,4'-bipyridine]-3-carboxamide